OC1=CC=C(C=C1)C(C)(C)C1=CC=CC=C1 2-(4-hydroxyphenyl)-2-phenylpropane